benzyl-(2S,3R)-2-amino-3-hydroxybutyrate hydrochloride Cl.C(C1=CC=CC=C1)OC([C@H]([C@@H](C)O)N)=O